C1(CCC1)C(OC=1C=C(C=CC1NS(=O)(=O)C(F)F)C1=NNC(=C1C(=O)N)NC1=NC=CN=C1)C1=CC=C(C=C1)F 3-{3-[cyclobutyl(4-fluorophenyl)methoxy]-4-(difluoromethanesulfonamido)phenyl}-5-[(pyrazin-2-yl)amino]-1H-pyrazole-4-carboxamide